sodium trifluoromethylsulfonamide sodium [Na].FC(F)(F)S(=O)(=O)N.[Na]